(1S,3S)-3-((6-(5-(((2-(2,2-difluoropropoxy)pyrimidin-4-yl)amino)methyl)-1-methyl-1H-1,2,3-triazol-4-yl)-2-methylpyridin-3-yl)oxy)cyclohexane-1-carboxylic acid FC(COC1=NC=CC(=N1)NCC1=C(N=NN1C)C1=CC=C(C(=N1)C)O[C@@H]1C[C@H](CCC1)C(=O)O)(C)F